OC=1[C@H](OC(C1O)=O)[C@@H](C[O-])O (2R)-2-[(2R)-3,4-dihydroxy-5-oxo-2H-furan-2-yl]-2-hydroxy-ethanolate